2,5-bis(4-azido-2-sulfobenzylidene)cyclopentanone disodium salt [Na+].[Na+].N(=[N+]=[N-])C1=CC(=C(C=C2C(C(CC2)=CC2=C(C=C(C=C2)N=[N+]=[N-])S(=O)(=O)[O-])=O)C=C1)S(=O)(=O)[O-]